FC1=C(C=C(C(=C1)N1C[C@H](N([C@H](C1)C)C)C)NC(=O)C1=CNC(C=C1C(F)(F)F)=O)C=1CCN(CC1)C1=NC=CC=N1 2-[4-[2-Fluoro-5-[[6-oxo-4-(trifluoromethyl)-1H-pyridin-3-carbonyl]amino]-4-[(3R,5S)-3,4,5-trimethylpiperazin-1-yl]phenyl]-3,6-dihydro-2H-pyridin-1-yl]pyrimidin